3,3-dimethyl-propenoic acid CC(=CC(=O)O)C